COC1(COC1)C1=CC=C(C=C1)C1=NC(=NO1)C1=CC=C(C=C1)C(F)(F)F 5-(4-(3-methoxyoxetan-3-yl)phenyl)-3-(4-(trifluoromethyl)phenyl)-1,2,4-oxadiazole